3-(2-(4-Methylpiperazin-1-yl)ethoxy)-4-(1,2,3,4-tetrahydroquinoline-1-carbonyl)-7,8,9,10-tetrahydro-6H-benzo[c]chromen-6-one CN1CCN(CC1)CCOC1=CC=C2C3=C(C(OC2=C1C(=O)N1CCCC2=CC=CC=C12)=O)CCCC3